S1S[C@@H](CC1)CCCCC(=O)OCCO Oxylethyl 5-[(3R)-dithiolan-3-yl]Valerate